CC1=NC(=CC(=N1)NC1=NN2C(C=C(C=C2)C2=C(C=NC(=C2)C)OCC2CC(C2)C#N)=C1)C 3-[[4-[2-[(2,6-dimethylpyrimidin-4-yl)amino]pyrazolo[1,5-a]pyridin-5-yl]-6-methyl-3-pyridyl]oxymethyl]cyclobutanecarbonitrile